4-((4-Methoxybenzyl)oxy)quinoline-2-carboxylic acid methyl ester COC(=O)C1=NC2=CC=CC=C2C(=C1)OCC1=CC=C(C=C1)OC